1-(3-(benzylamino)-2-(m-tolyl)imidazo[1,2-a]pyridin-5-yl)naphthalen-2-ol C(C1=CC=CC=C1)NC1=C(N=C2N1C(=CC=C2)C2=C(C=CC1=CC=CC=C21)O)C=2C=C(C=CC2)C